N4-((1H-indazol-3-yl)methyl)-N2-(3-(methylsulfonamido)phenyl)thiophene-2,4-dicarboxamide N1N=C(C2=CC=CC=C12)CNC(=O)C=1C=C(SC1)C(=O)NC1=CC(=CC=C1)NS(=O)(=O)C